[Na+].C1(=CC=CC=C1)CCCC(=O)[O-] 4-phenylbutyric acid sodium salt